C1N=C(C2=CC=CC=C12)NC(C(=O)C1=CC2=C(OCCO2)C=C1)C ((1H-isoindol-3-yl)amino)-1-(2,3-dihydrobenzo[b][1,4]dioxin-6-yl)propan-1-one